tert-butyl (3S)-3-[4-[(1R)-1-(3-chloro-2-fluoro-phenyl)ethoxy]pyrido[3,2-d]pyrimidin-6-yl]oxypyrrolidine-1-carboxylate ClC=1C(=C(C=CC1)[C@@H](C)OC=1C2=C(N=CN1)C=CC(=N2)O[C@@H]2CN(CC2)C(=O)OC(C)(C)C)F